BrC1=C(N(N=C1)C)CC(C#N)C1=CC=CC=C1 3-(4-bromo-2-methyl-pyrazol-3-yl)-2-phenyl-propanenitrile